CC(C)CCC[C@@H](C)[C@H]1CC[C@H]2[C@@H]3CC=C4C[C@H](CC[C@]4(C)[C@H]3CC[C@]12C)OCCCCCCCOC[C@@H](COCCC\C=C/CCCCC)N(C)C (2S)-1-{7-[(3β)-cholest-5-en-3-yloxy]heptyl-oxy}-3-[(4Z)-dec-4-en-1-yl-oxy]-N,N-dimethyl-propan-2-amine